N-[2-cyano-5-(cyanomethylsulfanyl)-4-phenylthiophen-3-yl]-2-phenylacetamide C(#N)C=1SC(=C(C1NC(CC1=CC=CC=C1)=O)C1=CC=CC=C1)SCC#N